C(C)(C)(C)OC(=O)N1C2C(CC1CC=C)C(C1=CC=CC=C12)=O allyl-4-oxo-3,3a,4,8b-tetrahydroindeno[1,2-b]pyrrole-1(2H)-carboxylic acid tert-butyl ester